2-[(2S,5S)-5-ethyl-2-phenyl-1-piperidyl]-N-(5-methyl-3-pyridyl)-2-oxo-acetamide C(C)[C@H]1CC[C@H](N(C1)C(C(=O)NC=1C=NC=C(C1)C)=O)C1=CC=CC=C1